FC(/C(=C/C(F)(F)F)/F)(F)F (Z)-1,1,1,2,4,4,4-heptafluoro-2-butene